BrC(C)C1=C(C=CC=C1F)F 2-(1-bromoethyl)-1,3-difluoro-benzene